5-((S)-2-amino-2-cyclohexylacetamido)-2-((R)-4-isopropyl-2-oxoimidazolidin-1-yl)-N-methyl-2,3-dihydro-1H-indene-2-carboxamide N[C@H](C(=O)NC=1C=C2CC(CC2=CC1)(C(=O)NC)N1C(N[C@@H](C1)C(C)C)=O)C1CCCCC1